CN1C(=NC2=C1C=C(C(=C2)C2=CC=CN1C(=CC=C21)C(=O)C2=CC(=C(C(=C2)F)NC(\C=C\CN[C@@H]2C[C@H](CCC2)F)=O)F)C(F)(F)F)C (E)-N-(4-(8-(1,2-dimethyl-6-(trifluoromethyl)-1H-benzo[d]imidazol-5-yl)indolizine-3-carbonyl)-2,6-difluorophenyl)-4-(((1S,3S)-3-fluorocyclohexyl)amino)but-2-enamide